2,2-bis(trifluoromethyl)-1,3-dioxolane-4-carboxylate FC(C1(OCC(O1)C(=O)[O-])C(F)(F)F)(F)F